azobis-1-cycloheptanenitrile N(=NC1(CCCCCC1)C#N)C1(CCCCCC1)C#N